NC=1C=2N(C3=C(N1)C=NC(=C3)C(=O)N([C@@H]3COC(C1=CC(=CC=C31)C(F)(F)F)C)C)C=NC2 4-amino-N-methyl-N-((4S)-1-methyl-7-(trifluoromethyl)isochroman-4-yl)imidazo[1,5-a]pyrido[3,4-e]pyrazine-8-carboxamide